4-amino-3-fluoro-5-fluoro-6-(7-fluoro-1H-indol-yl)pyridine-2-carboxylic acid methyl ester COC(=O)C1=NC(=C(C(=C1F)N)F)N1C=CC2=CC=CC(=C12)F